(S)-2-((6-(4-chloro-2-fluorophenylethyl)-3',6'-dihydro-[2,4'-bipyridin]-1'(2'H)-yl)methyl)-1-(oxetan-2-ylmethyl)-1H-benzo[d]imidazole-6-carboxylic acid ClC1=CC(=C(C=C1)CCC1=CC=CC(=N1)C=1CCN(CC1)CC1=NC2=C(N1C[C@H]1OCC1)C=C(C=C2)C(=O)O)F